C(C)OC(=O)C1=C(SC(=C1CN(C)C)C1=CC=C(C=C1)N)N(C(=O)OCC)CC1=C(C=CC=C1F)F 5-(4-aminophenyl)-2-((2,6-difluorobenzyl)(ethoxycarbonyl)amino)-4-((dimethylamino)methyl)thiophene-3-carboxylic acid ethyl ester